OC(CCC1(CC1)NC(OC(C)(C)C)=O)C tert-butyl (1-(3-hydroxybutyl)cyclopropyl)carbamate